C1(=CC=CC=C1)C1=NN=C(S1)S 5-Phenyl-1,3,4-thiadiazole-2-thiol